N-(2-(2,2-dimethylpyrrolidin-1-yl)ethyl)-5-((6-((2-(4-(2-hydroxyethyl)piperazin-1-yl)pyridin-4-yl)amino)-1-methyl-1H-pyrazolo[3,4-d]pyrimidin-3-yl)amino)-6-methylnicotinamide CC1(N(CCC1)CCNC(C1=CN=C(C(=C1)NC1=NN(C2=NC(=NC=C21)NC2=CC(=NC=C2)N2CCN(CC2)CCO)C)C)=O)C